BrCC1=NC=C(C=N1)C(=O)O 2-(bromomethyl)pyrimidine-5-carboxylic acid